bis(4-(3-methyl-9H-carbazol-9-yl)phenyl)-[1,1':2',1''-terphenyl]-3'-carbonitrile CC=1C=CC=2N(C3=CC=CC=C3C2C1)C1=CC=C(C=C1)C=1C(=C(C=CC1)C1=C(C(=CC=C1)C#N)C1=CC=CC=C1)C1=CC=C(C=C1)N1C2=CC=CC=C2C=2C=C(C=CC12)C